(R)-tert-Butyl 3-((5-(2-cyanoethyl)-7H-pyrrolo[2,3-d]pyrimidin-4-yl)amino)piperidine-1-carboxylate C(#N)CCC1=CNC=2N=CN=C(C21)N[C@H]2CN(CCC2)C(=O)OC(C)(C)C